BrC=1C=C2N(N=CC(=C2Cl)C(N)=NC2=CC=C(C=C2)N=NC2=CC=CC=C2)C1 6-bromo-4-chloro-N'-(4-(phenyldiazenyl)phenyl)pyrrolo[1,2-b]pyridazine-3-carboximidamide